C1(=CC=CC=C1)C1OCCO1 2-phenyl-1,3-dioxolane